C(C)(C)C1=C(C=CC=C1)C1N(CCN(C1)CCC1=CC=C(C=C1)OC)C1CC2(CNC2)C1 6-(2-(2-isopropylphenyl)-4-(4-methoxyphenylethyl)piperazin-1-yl)-2-azaspiro[3.3]heptane